ClC=1C=C(C=CC1F)[C@H]1[C@@H](C1)C=1C=NC(=NC1)C1=NC=CC=N1 trans-5-(2-(3-chloro-4-fluorophenyl)cyclopropyl)-2,2'-bipyrimidine